fluoro-4-(4-formylphenoxy)benzamide FC1=C(C(=O)N)C=CC(=C1)OC1=CC=C(C=C1)C=O